N-thymineacetyl-D-glutamic acid N1C(=O)NC(=O)C(CCC(=O)N[C@H](CCC(=O)O)C(=O)O)=C1